C1N(CC12CNC2)C2=C(C=C(NC1C(NC(CC1)=O)=O)C=C2F)F 3-[4-(2,6-diazaspiro[3.3]heptan-2-yl)-3,5-difluoro-anilino]piperidine-2,6-dione